ClC1=C(C=C(C(=C1C(Cl)Cl)Cl)F)C(Cl)(Cl)Cl 2,4-dichloro-3-dichloromethyl-5-fluorotrichloromethylbenzene